FC1=CC=C(C=C1)[C@H]1C[C@@H](CO1)C1=NOC(=N1)CN1C=NN2C(C1=O)=C(N=C2)C 3-((3-((3R,5R)-5-(4-fluorophenyl)tetrahydro-furan-3-yl)-1,2,4-oxadiazol-5-yl)methyl)-5-methylimidazo[5,1-f][1,2,4]triazin-4(3H)-one